ClC=1C=C(C=CC1)C(CO)NC(=O)C1=CN(C=C1)C1=NC(=NC=C1C)NC1=C(C=C(C(=C1)F)C(=O)N1CCOCC1)OC N-(1-(3-chlorophenyl)-2-hydroxyethyl)-1-(2-((5-fluoro-2-methoxy-4-(morpholine-4-carbonyl)phenyl)amino)-5-methylpyrimidin-4-yl)-1H-pyrrole-3-carboxamide